3-methoxy-4-hydroxyphenyl-ethylene glycol COC=1C=C(C=CC1O)C(CO)O